BrC=1C=2C(N=C3N(C2C=CC1)C1=CC(=CC=C1C31CCCCC1)C1CCC(CC1)CN1CCN(CC1)C=1C=C3CN(C(C3=CC1)=O)C1C(NC(CC1)=O)=O)=O 3-(5-(4-((4-(4'-bromo-5'-oxo-5'H-spiro[cyclohexane-1,7'-indolo[1,2-a]quinazolin]-10'-yl)cyclohexyl)methyl)piperazin-1-yl)-1-oxoisoindolin-2-yl)piperidine-2,6-dione